methyl 4-(3-ethyl-1-methyl-4-oxo-4,5-dihydro-1H-pyrazolo[3,4-d]pyrimidin-6-yl)benzoate C(C)C1=NN(C=2N=C(NC(C21)=O)C2=CC=C(C(=O)OC)C=C2)C